1-tert-Butyl 3-methyl (-)-trans-4-(tetrahydro-2H-pyran-4-yl)pyrrolidine-1,3-dicarboxylate O1CCC(CC1)[C@H]1[C@@H](CN(C1)C(=O)OC(C)(C)C)C(=O)OC